C(CC(CC)NC(OC1=CC=CC=C1)=O)NC(OC(C)(C)C)=O tert-butyl phenyl pentane-1,3-diyldicarbamate